sodium 2,2'-azobisisobutyronitrile N(=NC(C#N)(C)C)C(C#N)(C)C.[Na]